P([O-])([O-])=O.[Al+2] monoaluminum phosphonate